N4-tert-butyl-6-fluoro-pyrimidine-2,4-diamine C(C)(C)(C)NC1=NC(=NC(=C1)F)N